ClC=1C(=C(C(=CC1F)F)S(=O)(=O)N(C1=NC(=CC=C1)F)CC1=CC(=C(C=C1)C)C)F 3-chloro-N-(3,4-dimethylbenzyl)-2,4,6-trifluoro-N-(6-fluoropyridin-2-yl)benzenesulfonamide